4,12-diethyl-2,2,10-trimethyl-1,7,9,15-tetraoxa-4,12-diaza-8-stannaspiro[7.7]pentadecane C(C)N1CC(O[Sn]2(OCC1)OC(CN(CCO2)CC)C)(C)C